Methyl 4-amino-2-butyl-1-{4-[(morpholino)methyl]benzyl}-1H-imidazo[4,5-c]quinoline-7-carboxylate NC1=NC=2C=C(C=CC2C2=C1N=C(N2CC2=CC=C(C=C2)CN2CCOCC2)CCCC)C(=O)OC